N1C[C@H](CCC1)NC(=O)OC(C)(C)C tert-butyl (S)-piperidine-3-carbamate